normal pentylamine C(CCCC)N